NC1=NC=CC=C1CC (E)-1-(2-aminopyridin-3-yl)ethan